diazocanone N1NC(CCCCC1)=O